n-butyl-lithium hydride [H-].C(CCC)[Li]